C(=C)C(=O)[O-].[NH4+].C(#N)C=1C(=NC=C(C1)Cl)OCCCCOC1=C(C=C(C=C1Cl)OCC=C(Cl)Cl)Cl 3-cyano-5-chloro-2-(4-(2,6-dichloro-4-(3,3-dichloro-allyloxy)phenoxy)butoxy)pyridine ammonium vinylcarboxylate salt